benzyl (R)-7-((2-((tert-butyldimethylsilyl)oxy)ethyl)sulfonyl)-2-(3-iodophenyl)-2,6,6-trimethylheptanoate [Si](C)(C)(C(C)(C)C)OCCS(=O)(=O)CC(CCC[C@](C(=O)OCC1=CC=CC=C1)(C)C1=CC(=CC=C1)I)(C)C